N-Cyclopropyl-2-fluoro-4-methyl-5-{1-[6-((R)-1-methyl-pyrrolidin-3-yl)-imidazo[1,2-a]pyridin-3-yl]-1H-pyrazol-4-yl}-benzamide C1(CC1)NC(C1=C(C=C(C(=C1)C=1C=NN(C1)C1=CN=C2N1C=C(C=C2)[C@@H]2CN(CC2)C)C)F)=O